1,3,3,4,4,5,5-heptafluoro-2-(perfluorobut-2-yl)cyclopent-1-ene FC1=C(C(C(C1(F)F)(F)F)(F)F)C(C(F)(F)F)(C(C(F)(F)F)(F)F)F